ClC1=NC=C(C(=N1)NC1=CC(=CC=C1)S(=O)(=O)N1CCOCC1)C 2-chloro-5-methyl-N-(3-(morpholinesulfonyl)phenyl)pyrimidin-4-amine